OCCOCCOCCOCCOCCOC/C=C/C(=O)OC methyl (E)-4-[2-[2-[2-[2-(2-hydroxyethoxy) ethoxy]ethoxy]ethoxy]ethoxy]but-2-enoate